CN(C(=O)C=1C=C(C=CC1)N1N=C(C2=C1C(COC2)OC=2C=CC(=NC2)C(=O)O)C(F)(F)F)C2=CC1=C(N=C(O1)C)C=C2 5-[[1-[3-[methyl-(2-methyl-1,3-benzoxazol-6-yl)carbamoyl]phenyl]-3-(trifluoromethyl)-6,7-dihydro-4H-pyrano[4,3-c]pyrazol-7-yl]oxy]pyridine-2-carboxylic acid